S1CCC(CC1)N1CCNCC1 4-(tetrahydrothiopyran-4-yl)piperazin